OCCN(C=1N=C(C=2N=C(N=C(C2N1)N1CC(N(C(C1)(C)C)C)=O)N(CCOC)CCOC)N1CCC(CC1)OC)CCO 4-(6-(bis(2-hydroxyethyl)amino)-2-(bis(2-methoxyethyl)amino)-8-(4-methoxypiperidin-1-yl)pyrimido[5,4-d]pyrimidin-4-yl)-1,6,6-trimethylpiperazin-2-one